COC(C1=CC(=C(C=C1)S(=O)(=O)CC1=NN(C=C1)C)I)=O.FC1=CC=C(C=C1)C#CC=1C=C(C(=O)OC)C=CC1S(=O)(=O)CC1=NN(C=C1)C methyl 3-((4-fluorophenyl)ethynyl)-4-(((1-methyl-1H-pyrazol-3-yl)methyl)sulfonyl)benzoate Methyl-3-iodo-4-(((1-methyl-1H-pyrazol-3-yl)methyl)sulfonyl)benzoate